(3R,4R)-3-(4-cyanophenyl)-4-(hydroxymethyl)piperidine-1-carboxylic acid benzyl ester C(C1=CC=CC=C1)OC(=O)N1C[C@H]([C@@H](CC1)CO)C1=CC=C(C=C1)C#N